(1R,3S,5S)-2-(2-(3-acetyl-7-methyl-5-(2-methylpyrimidin-5-yl)-1H-indazol-1-yl)acetyl)-N-(6-bromo-3-methylpyridin-2-yl)-5-(fluoromethyl)-2-azabicyclo[3.1.0]hexane-3-carboxamide C(C)(=O)C1=NN(C2=C(C=C(C=C12)C=1C=NC(=NC1)C)C)CC(=O)N1[C@@H]2C[C@@]2(C[C@H]1C(=O)NC1=NC(=CC=C1C)Br)CF